C(C)(C)(C)OC(=O)N1C=C(C2=C1N=CN=C2N)C#C[Si](C(C)C)(C(C)C)C(C)C 4-amino-5-((triisopropylsilyl)ethynyl)-7H-pyrrolo[2,3-d]pyrimidine-7-carboxylic acid tert-butyl ester